N'-(2,6-dichloropyrimidin-4-yl)acetylhydrazine Tungsten-cobalt [Co].[W].ClC1=NC(=CC(=N1)CC(=O)NN)Cl